3,4-Epoxytricyclo[5.2.1.02,6]decyl acrylate C(C=C)(=O)OC12C3C4C(CC3C(CC1)C2)O4